N-(1-cyclobutyl-6-(difluoromethoxy)-1H-benzo[d]imidazol-2-yl)-3,3-dimethylbutanamide C1(CCC1)N1C(=NC2=C1C=C(C=C2)OC(F)F)NC(CC(C)(C)C)=O